2,3,4-Trihydroxyglutaric acid OC(C(=O)O)C(C(C(=O)O)O)O